[Br-].C(C)(C)(C)C=1C=C(C=C(C1)C(C)(C)C)C[N+]12[C@@H](CC(C(C1)C=C)CC2)[C@H](O)C2=CC=NC1=CC=C(C=C21)OC (R)-[(2S)-1-[(3,5-di-tert-butylphenyl)methyl]-5-vinyl-quinuclidin-1-ium-2-yl]-(6-methoxy-4-quinolinyl)methanol bromide